C(C)OC(C(C(Br)C1=C(C=CC(=C1)Cl)F)Br)=O 3-(2-Fluoro-5-chlorophenyl)-2,3-dibromopropionic acid ethyl ester